ClC1=CC=C(C=C1)[C@H](C(F)(F)F)NS(=O)(=O)C=1C=C2COCCN2C(C1)=O (R)-N-(1-(4-chlorophenyl)-2,2,2-trifluoroethyl)-6-oxo-1,3,4,6-tetrahydropyrido[2,1-c][1,4]oxazine-8-sulfonamide